[1-[(2-methylpropan-2-yl)oxycarbonyl]piperidin-4-yl]zinc CC(C)(C)OC(=O)N1CCC(CC1)[Zn]